3-(5-(4-((3,3-dimethylazetidin-1-yl)methyl)pyridin-2-yl)-1-oxoisoindolin-2-yl)piperidine-2,6-dione CC1(CN(C1)CC1=CC(=NC=C1)C=1C=C2CN(C(C2=CC1)=O)C1C(NC(CC1)=O)=O)C